C(C=C)(=O)N1C[C@@H](CCC1)C1=CN(C=2C(=NNC(C21)=O)N)C2=CC=C(C=C2)OC2=CC=CC=C2 (S)-3-(1-Acryloylpiperidin-3-yl)-7-amino-1-(4-phenoxyphenyl)-1,5-dihydro-4H-pyrrolo[2,3-d]pyridazin-4-on